OC(C(=O)C1=CC=C(C=C1)SC1=CC=C(C=C1)C(C1=CC=C(C=C1)N1CCOCC1)=O)(C)C 2-hydroxy-2-methyl-1-[4-({4-[4-(morpholin-4-yl)benzoyl]phenyl}thio)phenyl]propan-1-one